(2S,3R,3aS,6R,6aS,8R,9S,10aR,10bR)-2-methoxy-3,6,9-trimethyldecahydro-10aH-9,10b-epoxypyrano[4,3,2-jk][2]Benzoxepin-8-ol CO[C@@H]1[C@@H]([C@@H]2CC[C@H]([C@@H]3C[C@H]([C@@]4(O[C@H]([C@@]32O4)O1)C)O)C)C